C(C)(C)(C)C=1C=C(C=CC1O)C(C)(C)C1=CC(=C(C=C1)O)C(C)(C)C 2,2-bis(3-tert-butyl-4-hydroxyphenyl)propane